3-amino-N-[2-(4-amino-3-methoxy-3-methylpyrrolidin-1-yl)-5,6,7,8-tetrahydroquinolin-6-yl]-5-fluoro-6-methylthieno[2,3-b]pyridine-2-carboxamide NC1=C(SC2=NC(=C(C=C21)F)C)C(=O)NC2CC=1C=CC(=NC1CC2)N2CC(C(C2)N)(C)OC